ClC1=C(C=CC=C1Cl)N1CCN(CC1)CCCCOC1CN2C(CCC3=CC=CC1=C23)=O (4-(4-(2,3-dichlorophenyl)piperazin-1-yl)butoxy)-5,6-dihydro-1H-pyrrolo[3,2,1-ij]quinolin-4(2H)-one